3-acetyl-2,4,6-trimethylpyridine C(C)(=O)C=1C(=NC(=CC1C)C)C